C(C)[C@@]12[C@H]([C@@H]3CC=C4[C@@]([C@H]3CC1)(CC[C@@](CC4)(C)O)C)CC[C@@H]2C(C)=O 1-((1S,3aS,3bS,8S,10aR,10bS,12aS)-12a-ethyl-8-hydroxy-8,10a-dimethyl-1,2,3,3a,3b,4,6,7,8,9,10,10a,10b,11,12,12a-hexadecahydrocyclohepta[a]cyclopenta[f]naphthalen-1-yl)ethanone